ClC=1C=C(C=NC1C(F)(F)F)NC(OC(C)(C)C)=O tert-butyl N-[5-chloro-6-(trifluoromethyl)-3-pyridyl]carbamate